COCCC=1C(=NC=C(C1)C1=NOC(=N1)C(F)(F)F)C=O 3-(2-methoxyethyl)-5-(5-(trifluoromethyl)-1,2,4-oxadiazol-3-yl)pyridine-carbaldehyde